C(C)(C)(C)OC(=O)N1CC(C1)(O)C1=C(C=C(C=C1)OCC=1C(=NOC1C1CC1)C1=C(C=C(C=C1Cl)F)Cl)Cl 3-(2-chloro-4-((5-cyclopropyl-3-(2,6-dichloro-4-fluorophenyl)isoxazol-4-yl)methoxy)phenyl)-3-hydroxyazetidine-1-carboxylic acid tert-butyl ester